4-Anilinobutan N(C1=CC=CC=C1)CCCC